furandicarboxylic acid C1=COC(=C1C(=O)O)C(=O)O